ClC1=NC=C(C(=C1)N[C@H](CCOC1=C(C(=NN1C)C)C1=NC=CC(=N1)N)C)C#CC=1C=NN(C1)CCF (S)-2-(5-(3-((2-chloro-5-((1-(2-fluoroethyl)-1H-pyrazol-4-yl)ethynyl)pyridin-4-yl)amino)butoxy)-1,3-dimethyl-1H-pyrazol-4-yl)pyrimidin-4-amine